Sodium (S)-((1,2,3,5,6,7-hexahydro-s-indacen-4-yl)carbamoyl)((6-methoxy-6,7-dihydro-5H-pyrazolo[5,1-b][1,3]oxazin-3-yl)sulfonyl)amide C1CCC2=C(C=3CCCC3C=C12)NC(=O)[N-]S(=O)(=O)C=1C=NN2C1OC[C@H](C2)OC.[Na+]